BrC=1C(=CC=C2CCCC(C12)=O)OC 8-bromo-7-methoxy-3,4-dihydronaphthalen-1(2H)-one